(2S,3S)-ethyl 3-((2-(2-chloro-5H-pyrrolo[2,3-b]pyrazin-7-yl)-6-(5-cyanofuran-2-yl)pyrimidin-4-yl)amino)bicyclo[2.2.2]octane-2-carboxylate ClC=1N=C2C(=NC1)NC=C2C2=NC(=CC(=N2)N[C@@H]2[C@H](C1CCC2CC1)C(=O)OCC)C=1OC(=CC1)C#N